C(COCCCO)OCCCO 3,3'-(1,2-ethanediylbis(oxy))bis-1-propanol